C(C)OC(=O)C1(CCN(CC1)C(NCC1=CC=C(C=C1)F)=O)CC(=O)OCC 4-(2-ethoxy-2-oxo-ethyl)-1-[(4-fluorophenyl)methyl-carbamoyl]piperidine-4-carboxylic acid ethyl ester